C(CC(C)C)C1=CC=C(C=C1)NC(=O)C1=C(C=CC=C1)N1[N+](=C2C(C=3C(=[N+](ON3)[O-])CC2)=N1)[O-] 7-(2-((4-isopentylphenyl)carbamoyl)phenyl)-5,7-dihydro-4H-[1,2,3]triazolo[4',5':3,4]benzo[1,2-c][1,2,5]oxadiazole 3,6-dioxide